CNC(=O)C1=NN(C(=C1)C(=O)NCC1COC1)[C@@H](C)C1=CC=CC=C1 (S)-N3-Methyl-N5-(oxetan-3-ylmethyl)-1-(1-phenylethyl)-1H-pyrazole-3,5-dicarboxamide